BrC1=CC(=CC(=C1)Cl)C(=O)OO 3-bromo-5-chloroperbenzoic acid